benzylbis(2-hydroxyethyl)(2-dodecyloxyethyl)ammonium bromide [Br-].C(C1=CC=CC=C1)[N+](CCOCCCCCCCCCCCC)(CCO)CCO